2-(4-fluorophenoxy)-N-(2-oxo-1,2-dihydropyridin-4-yl)-4-(perfluoroethyl)benzamide FC1=CC=C(OC2=C(C(=O)NC3=CC(NC=C3)=O)C=CC(=C2)C(C(F)(F)F)(F)F)C=C1